ClC1=C(C=CC=C1Cl)N1CCN(CC1)CCC1CCC(CC1)(N(C)C)C(N)=O trans-4-{2-[4-(2,3-dichlorophenyl)-piperazin-1-yl]-ethyl}-N,N-dimethylcarbamoyl-cyclohexylamine